OC1(CC1)[C@H]1CCC2=NN=C(N21)C2=CC=CC(=N2)NC(=O)C=2C(=NN(C2)C2=NC=CN=C2)OC (R)-N-(6-(5-(1-hydroxycyclopropyl)-6,7-dihydro-5H-pyrrolo[2,1-c][1,2,4]triazol-3-yl)pyridin-2-yl)-3-methoxy-1-(pyrazin-2-yl)-1H-pyrazole-4-carboxamide